N-[5-(furan-2-yl)-2-propan-2-yl-[1,2,4]triazolo[1,5-c]pyrimidin-7-yl]acetamide O1C(=CC=C1)C1=NC(=CC=2N1N=C(N2)C(C)C)NC(C)=O